C(=O)[C@@H]1N([C@H]2C[C@@H]([C@@H]1C2)OC(F)(F)F)C(=O)OC(C)(C)C tert-butyl (1R,3R,4R,5S)-3-formyl-5-(trifluoromethoxy)-2-azabicyclo[2.2.1]heptane-2-carboxylate